(S)-8-(2-(3-(ethoxymethyl)-1-(2-(6-methylpyridin-3-yl)propan-2-yl)pyrrolidin-3-yl)ethyl)-7H-purine citrate C(CC(O)(C(=O)O)CC(=O)O)(=O)O.C(C)OC[C@@]1(CN(CC1)C(C)(C)C=1C=NC(=CC1)C)CCC1=NC2=NC=NC=C2N1